(2S)-3-cyclopropyl-2-[9H-fluoren-9-ylmethoxycarbonylamino]propionic acid C1(CC1)C[C@@H](C(=O)O)NC(=O)OCC1C2=CC=CC=C2C=2C=CC=CC12